C(C)(C)(C)OC(=O)N1C2CC(CC1CC2)C2CCC=1N(C2)N=C(N1)C1=CC(=C(C=C1)OC)OC 3-(2-(3,4-Dimethoxyphenyl)-5,6,7,8-tetrahydro-[1,2,4]triazolo[1,5-a]pyridin-6-yl)-8-azabicyclo[3.2.1]octane-8-carboxylic acid tert-butyl ester